N-((2S)-1-(4-(1-(tert-butylamino)-2,2,2-trifluoroethyl)phenylamino)-1-oxo-3-phenylpropan-2-yl)-4-fluorobenzamide C(C)(C)(C)NC(C(F)(F)F)C1=CC=C(C=C1)NC([C@H](CC1=CC=CC=C1)NC(C1=CC=C(C=C1)F)=O)=O